(R)-2-(Azetidin-3-yl)-5-methyl-N-(1-(naphthalen-1-yl)ethyl)-1H-benzo[d]imidazole-6-carboxamide N1CC(C1)C1=NC2=C(N1)C=C(C(=C2)C)C(=O)N[C@H](C)C2=CC=CC1=CC=CC=C21